NC(CCN(C([C@@H](F)Cl)=O)NC(=O)[C@H](CC(C)C)NC(=O)C=1NC2=CC=CC=C2C1)=O N-[(1S)-1-[[(3-amino-3-oxo-propyl)-[(2S)-2-chloro-2-fluoro-acetyl]amino]carbamoyl]-3-methyl-butyl]-1H-indole-2-carboxamide